r-glycerol OCC(O)CO